C(CCCCCCCCCCCC)C1OCC(O1)COCCO 2-((2-tridecyl-1,3-dioxolan-4-yl)methoxy)ethan-1-ol